[Pt+2].CC1=C(C(=NC=C1)C1=NC=CC=C1)C1=NC=CC=C1 (4'-methyl-terpyridine) platinum (II)